FC=1C=C(C=C(C1)F)N1C=C(C2=C1N=CN=C2N2C[C@H](N(CC2)C(=O)OC(C)(C)C)C)I tert-butyl (R)-4-(7-(3,5-difluorophenyl)-5-iodo-7H-pyrrolo[2,3-d]pyrimidin-4-yl)-2-methylpiperazine-1-carboxylate